(S)-3-methyl-5,5-dioxido-7,7a,8,9,10,11-hexahydro-6H-dipyrido[2,1-d:2',3'-f][1,2,5]thiadiazepin CC1=CC2=C(N3[C@H](CNS2(=O)=O)CCCC3)N=C1